3-(2-fluorophenyl)-6,6-dimethyl-1,4-oxazepan FC1=C(C=CC=C1)C1COCC(CN1)(C)C